7-chloro-3-(2,6-dichloro-3,5-dimethoxyphenyl)-2-(2-methoxyethyl)-2,6-naphthyridin-1(2H)-one ClC1=NC=C2C=C(N(C(C2=C1)=O)CCOC)C1=C(C(=CC(=C1Cl)OC)OC)Cl